2-[4-chloro-6-(trifluoromethyl)-1H-indole-2-carbonyl]-N-[(2S)-4-hydroxy-3-oxo-1-[(3S)-2-oxopyrrolidin-3-yl]butan-2-yl]-hexahydro-1H-cyclopenta[c]pyrrole-1-carboxamide ClC1=C2C=C(NC2=CC(=C1)C(F)(F)F)C(=O)N1C(C2C(C1)CCC2)C(=O)N[C@@H](C[C@H]2C(NCC2)=O)C(CO)=O